S-((1H-(1,2,3)-triazol-4-yl)methyl)-N-tert-butoxycarbonyl-L-cysteine N1N=NC(=C1)CSC[C@H](NC(=O)OC(C)(C)C)C(=O)O